2-[(1'S)-3',3'-difluoro-5'-(3-methoxyazetidin-1-yl)-2,5-dioxo-2',3'-dihydrospiro[imidazolidine-4,1'-indene]-1-yl]-N-[(4-fluorophenyl)methyl]-N-[3-(trifluoromethyl)oxetan-3-yl]acetamide FC1(C[C@@]2(C3=CC=C(C=C13)N1CC(C1)OC)NC(N(C2=O)CC(=O)N(C2(COC2)C(F)(F)F)CC2=CC=C(C=C2)F)=O)F